C(C)(=O)OC(C1CC(C1)(F)F)C1=C(C=2C(=NC(=CC2)Cl)S1)C (6-chloro-3-methylthieno[2,3-b]pyridin-2-yl)(3,3-difluorocyclobutyl)methyl acetate